FC=1C=CC=C2C(NN=C(C12)C1=CC2=C(NC(=N2)NC(OCC)=O)C=C1)=O Ethyl (5-(8-fluoro-4-oxo-3,4-dihydrophthalazin-1-yl)-1H-benzimidazol-2-yl)carbamate